N-(6-fluoropyridin-2-yl)benzenesulfonamide FC1=CC=CC(=N1)NS(=O)(=O)C1=CC=CC=C1